OC1=C(C=CC=C1)C(=O)NC1=CC=C(C=C1)[O-] 4-{N-[(2-hydroxyphenyl)carbonyl]amino}phenolate